COC(=O)C=1C(=CC=C(C1)C(C(=O)O)=C)F Z-5-methoxycarbonyl-2-(4-fluorophenyl)-2-propenoic acid